[F-].C(C)[NH+]1C(CCCC1)CCCC 1-ethyl-2-butylpiperidinium fluoride